(1R,2S,5S)-2-((S)-1-hydroxyethyl)-3,8-diazabicyclo[3.2.1]octane-8-carboxylic acid tert-butyl ester C(C)(C)(C)OC(=O)N1[C@H]2[C@H](NC[C@@H]1CC2)[C@H](C)O